C(=O)(OC(C)(C)C)C1=C(C(=NN1)C(N)=N)C(=O)OC(C)(C)C bis-Boc-guanyl-pyrazole